CC1=CC=C(C=C1)S(=O)(=O)NC=1NCN(CN1)CC(=O)O [4-{[(4-Methylphenyl)-sulfonyl]amino}-3,6-dihydro-1,3,5-triazin-1(2H)-yl]acetic acid